Thiodiamide S([NH-])[NH-]